C(C)(C)(C)P(C=1[C-](C=CC1)[C@H](C)P(C1=C(C=CC=C1)C)C1=C(C=CC=C1)C)C(C)(C)C.[CH-]1C=CC=C1.[Fe+2] (S)-1-[(Rp)-2-(di-tert-butylphosphino)ferrocenyl]ethyl-bis(2-methylphenyl)phosphine